2-((6-methylimidazo[1,2-a]pyridin-2-yl)methyl)-5-(3-phenylazetidin-1-yl)2,7-naphthyridin-1(2H)-one CC=1C=CC=2N(C1)C=C(N2)CN2C(C1=CN=CC(=C1C=C2)N2CC(C2)C2=CC=CC=C2)=O